methyl (R)-3-(4-cyanophenyl)-2-acrylamidopropionate C(#N)C1=CC=C(C=C1)C[C@H](C(=O)OC)NC(C=C)=O